C(CCCCCCCCCCCCCCCCC)(=O)O.C(CCCCCCCCCCCCCCCCC)(=O)O.C(CCCCCCCCCCCCCCCCC)(=O)O.O=C1C(O)=C(O)[C@H](O1)[C@@H](O)CO ascorbic acid tristearate